[Cl-].C(CCCCCCCCCCCCCCCCC)[N+](CCC[Si](OCC)(OCC)OCC)(CC)CC octadecyldiethyl-(3-triethoxysilylpropyl)ammonium chloride